N-(benzofuran-3-ylmethyl)-N-phenylaniline O1C=C(C2=C1C=CC=C2)CN(C2=CC=CC=C2)C2=CC=CC=C2